CS(=O)(=O)C[C@H]1NCC1 (2S)-2-(methylsulfonylmethyl)azetidine